2-((3,5-dicyano-4-cyclopropyl-6-(dimethylamino)pyridin-2-yl)thio)-2-phenylacetamide C(#N)C=1C(=NC(=C(C1C1CC1)C#N)N(C)C)SC(C(=O)N)C1=CC=CC=C1